C(C)N1C(=NC=2C1=NC(=CC2)C=2C=CN1N=C(N=CC12)NC1CCC(CC1)(O)C)C (1s,4s)-4-((5-(3-ethyl-2-methyl-3H-imidazo[4,5-b]pyridin-5-yl)pyrrolo[2,1-f][1,2,4]triazin-2-yl)amino)-1-methylcyclohexane-1-ol